6-iodo-2-propoxy-3-propylquinazolin-4(3H)-one IC=1C=C2C(N(C(=NC2=CC1)OCCC)CCC)=O